BrC1=C(OC2=NC(=NC=C2Cl)NC2=C(C=C(C=C2)N2CCC(CC2)N2CCN(CC2)C)OC)C=CC=C1 4-(2-bromophenoxy)-5-chloro-N-(2-methoxy-4-(4-(4-methylpiperazin-1-yl)piperidin-1-yl)phenyl)pyrimidin-2-amine